2,7-bis(4-aminophenyl)-9H-fluorene-9-one NC1=CC=C(C=C1)C1=CC=2C(C3=CC(=CC=C3C2C=C1)C1=CC=C(C=C1)N)=O